The molecule is an unsaturated fatty acyl-CoA that results from the formal condensation of the thiol group of coenzyme A with the carboxy group of (12Z,15Z,18Z,21Z,24Z)-triacontapentaenoic acid. It is an unsaturated fatty acyl-CoA and an ultra-long-chain fatty acyl-CoA. It derives from a (12Z,15Z,18Z,21Z,24Z)-triacontapentaenoic acid. It is a conjugate acid of a (12Z,15Z,18Z,21Z,24Z)-triacontapentaenoyl-CoA(4-). CCCCC/C=C\\C/C=C\\C/C=C\\C/C=C\\C/C=C\\CCCCCCCCCCC(=O)SCCNC(=O)CCNC(=O)[C@@H](C(C)(C)COP(=O)(O)OP(=O)(O)OC[C@@H]1[C@H]([C@H]([C@@H](O1)N2C=NC3=C(N=CN=C32)N)O)OP(=O)(O)O)O